COC1=CC=C(C=C1)CNC(=O)NC1=CC=C(C=C1)C(CS(=O)(=O)CCNC(OC(C)(C)C)=O)=O tert-butyl N-(2-{2-[4-({[(4-methoxyphenyl)methyl]carbamoyl}amino)phenyl]-2-oxoethanesulfonyl}ethyl)carbamate